NCCOCCOCCOCCOCCOCCOCCOCCOCCOCCOCCOCCOCCOCCOCCOCCOCCOCCOCCOCCOCCC(=O)NCC1=CC=C(C=C1)CN1C(=NC=2C1=C(N=NC2N)OC(C)C)CCCC 1-amino-N-(4-((4-amino-2-butyl-7-isopropoxy-1H-imidazo[4,5-d]pyridazin-1-yl)methyl)benzyl)-3,6,9,12,15,18,21,24,27,30,33,36,39,42,45,48,51,54,57,60-icosaoxatrihexacontan-63-amide